5-(6-chloropyrazin-2-yl)-1,1-difluoro-5-azaspiro[2.3]hexane ClC1=CN=CC(=N1)N1CC2(CC2(F)F)C1